NC1=C(C(=C(C=C1C)C)N)C 1,3-diamino-2,4,6-trimethylbenzene